((3S,7aS)-7a-(((7-chloro-4-(3,3-difluoropiperidin-1-yl)-8-fluoropyrido[4,3-d]pyrimidin-2-yl)oxy)methyl)hexahydro-1H-pyrrolizin-3-yl)methanol (7E,9Z)-dodec-7,9-dien-1-ylacetate C(CCCCC\C=C\C=C/CC)CC(=O)OC[C@@H]1CC[C@@]2(CCCN12)COC=1N=C(C2=C(N1)C(=C(N=C2)Cl)F)N2CC(CCC2)(F)F